(R)-2-ethyl-2,3,5,7,8,9-hexahydro-4H-indeno[5,6-f][1,4]oxazepin-4-carboxylic acid tert-butyl ester C(C)(C)(C)OC(=O)N1C[C@H](OC2=C(C1)C=C1CCCC1=C2)CC